(3-(tert-butoxycarbonyl)-3-azabicyclo[3.1.0]hexane-2-yl)boric acid C(C)(C)(C)OC(=O)N1C(C2CC2C1)OB(O)O